C(C)(C)(C)OC(=O)N1C[C@H](CCC1)NC=1C2=C(N=CN1)C(=CC(=N2)C2=CC=C(C=C2)CN2CC(C2)(C)F)C(N)=O (3S)-3-[(8-carbamoyl-6-[4-[(3-fluoro-3-methylazetidin-1-yl)methyl]phenyl]pyrido[3,2-d]pyrimidin-4-yl)amino]piperidine-1-carboxylic acid tert-butyl ester